ClC1=NC=2N(C(C(N(C2C=N1)C)=O)=O)C1CCOCC1 2-chloro-5-methyl-8-(tetrahydro-2H-pyran-4-yl)-5,8-dihydropteridine-6,7-dione